COC(C[C@@H]1CN(CCC1)C=1C(=NC(=CC1)C=1N=NN(C1CN1C(C=CC(=C1)C1C(C1)(F)F)=O)C)CC)=O Methyl-2-((3R)-1-(6-(5-((5-(2,2-difluorocyclopropyl)-2-oxopyridin-1(2H)-yl)methyl)-1-methyl-1H-1,2,3-triazol-4-yl)-2-ethylpyridin-3-yl)piperidin-3-yl)acetate